N[C@H](C1CCN(CC1)C(=O)OC(C)(C)C)C1=CC=C(C=C1)Cl tert-butyl (R)-4-(amino(4-chlorophenyl)methyl)piperidine-1-carboxylate